Cl.Cl.NC=1SC=C(N1)CN1CCC(CC1)N(C)C 1-[(2-amino-1,3-thiazol-4-yl)methyl]-N,N-dimethylpiperidin-4-amine dihydrochloride